O1CCC(CC1)N1C(C2=C(CCC1)C=CN2)=O 7-(oxan-4-yl)-1H,4H,5H,6H,7H,8H-pyrrolo[2,3-c]azepin-8-one